tert-butyl 7-bromo-6-chloro-3-(3-((6-fluoronaphthalen-1-yl)oxy)propyl)-1H-indole-2-carboxylate BrC=1C(=CC=C2C(=C(NC12)C(=O)OC(C)(C)C)CCCOC1=CC=CC2=CC(=CC=C12)F)Cl